Isopropyl α-methoxyisobutyrate COC(C(=O)OC(C)C)(C)C